Cl.FC1=C(C=CC=C1)C=1N(C=C(C1)CNC)S(=O)(=O)C=1C=C(C=CC1)NS(=O)(=O)CC=C N-(3-{[2-(2-fluorophenyl)-4-[(methylamino)methyl]-1H-pyrrol-1-yl]sulfonyl}phenyl)prop-2-en-1-sulfonylamine hydrochloride